2'-chloro-5'-methoxy-N-(5-(5-methoxy-pyrimidine-4-carbonyl)-5,6-dihydro-4H-pyrrolo[3,4-d]thiazol-2-yl)-6-methyl-[4,4'-bipyridine]-3-carboxamide ClC1=NC=C(C(=C1)C1=C(C=NC(=C1)C)C(=O)NC=1SC2=C(N1)CN(C2)C(=O)C2=NC=NC=C2OC)OC